tripropyl-phosphonium dibromide [Br-].[Br-].C(CC)[PH+](CCC)CCC.C(CC)[PH+](CCC)CCC